2-{3-[(2R)-azetidin-2-ylmethoxy]pyridin-4-yl}-3-[(3-fluoro-2-methoxyphenyl)amino]-1H,5H,6H,7H-pyrrolo[3,2-c]pyridin-4-one N1[C@H](CC1)COC=1C=NC=CC1C1=C(C=2C(NCCC2N1)=O)NC1=C(C(=CC=C1)F)OC